C1=NC=C(C2=CC=CC=C12)N1C(N(C[C@@H]1C#N)C=1C=NC(=CC1OC)C(F)(F)F)=O (R)-3-(isoquinolin-4-yl)-1-(4-methoxy-6-(trifluoromethyl)pyridin-3-yl)-2-oxoimidazoline-4-carbonitrile